C(C)NC(=O)N[C@@H]1C[C@@H]2CC[C@H]3[C@@H]4CCC([C@@]4(C)CC[C@@H]3[C@]2(CC1)C)=O N-ethyl-N'-[(3β,5α)-17-oxoandrostan-3-yl]urea